(2S)-2-[[(E)-3-(2,5-dimethoxyphenyl)prop-2-enoyl]amino]-N-[4-(hydroxycarbamoyl)phenyl]-3-(2-naphthalenyl)propanamide COC1=C(C=C(C=C1)OC)/C=C/C(=O)N[C@H](C(=O)NC1=CC=C(C=C1)C(NO)=O)CC1=CC2=CC=CC=C2C=C1